4-(2-((3-fluoro-5-morpholinophenyl)amino)oxazol-5-yl)benzonitrile FC=1C=C(C=C(C1)N1CCOCC1)NC=1OC(=CN1)C1=CC=C(C#N)C=C1